BrCCCCCCOCC1=CC=CC=C1 (((6-bromohexyl)oxy)methyl)benzene